4-(2-chloro-7-(trans-4-hydroxycyclohexyl)-7H-pyrrolo[2,3-d]pyrimidin-5-yl)-3-fluorobenzaldehyde ClC=1N=CC2=C(N1)N(C=C2C2=C(C=C(C=O)C=C2)F)[C@@H]2CC[C@H](CC2)O